2-{3-[(2,6-difluoro-4-methanesulfonyl-phenyl)amino]prop-1-yn-1-yl}-N-[1-(2-methanesulfonylethyl)piperidin-4-yl]-1-(2,2,2-trifluoroethyl)-1H-indol-4-amine FC1=C(C(=CC(=C1)S(=O)(=O)C)F)NCC#CC=1N(C=2C=CC=C(C2C1)NC1CCN(CC1)CCS(=O)(=O)C)CC(F)(F)F